C1(CC1)CCN(C1=C2CN(C(C2=CC=C1)=O)C1C(NC(CC1)=O)=O)C1CCC(CC1)NC1=NC=C(C=N1)F 3-(4-((2-cyclopropylethyl)((1s,4s)-4-((5-fluoropyrimidin-2-yl)amino)cyclohexyl)-amino)-1-oxoisoindolin-2-yl)piperidine-2,6-dione